(4-(6-(1-(2,2-difluoroethyl)-1H-pyrazol-4-yl)pyrrolo[2,1-f][1,2,4]triazin-4-yl)-2-methylphenyl)methanamine hydrochloride Cl.FC(CN1N=CC(=C1)C=1C=C2C(=NC=NN2C1)C1=CC(=C(C=C1)CN)C)F